NC1=NC=C(C2=C1C(=C(N2C)C2=C(C=C(C=C2)NC(C(=C)C)=O)F)C2=C(C(=C(C=C2)OC2=NC=CC(=N2)C)F)F)C#N N-(4-(4-amino-7-cyano-3-(2,3-difluoro-4-((4-methylpyrimidin-2-yl)oxy)phenyl)-1-methyl-1H-pyrrolo[3,2-c]pyridin-2-yl)-3-fluorophenyl)methacrylamide